4-PHENYLACRIDINE C1(=CC=CC=C1)C1=CC=CC2=CC3=CC=CC=C3N=C12